tert-butyl 8-methyl-4-[2-methylsulfinyl-7-oxo-8-(3-pyridinyl) pyrido[2,3-d]pyrimidin-6-yl]-2,3-dihydroquinoxaline-1-carboxylate CC=1C=CC=C2N(CCN(C12)C(=O)OC(C)(C)C)C1=CC2=C(N=C(N=C2)S(=O)C)N(C1=O)C=1C=NC=CC1